C(C)OCC1(CCN(CC1)CC1=CC(=C(C=C1)NC(C)=O)F)CCC1=CC=CC=C1 N-(4-((4-(ethoxymethyl)-4-phenethyl-piperidin-1-yl)methyl)-2-fluorophenyl)acetamide